2-tert-butyl (4-(3,4-difluorophenyl)thiazol-2-yl)carbamate FC=1C=C(C=CC1F)C=1N=C(SC1)NC(OC(C)(C)C)=O